C(C\C=C/CCCCCCCCC)#N (3Z)-3-TRIDECENENITRILE